CC(C)(C)CCN[C@@H](CC(=O)O)C(=O)N[C@@H](CC1=CC=CC=C1)C(=O)OC N-(3,3-Dimethylbutyl)-L-α-aspartyl-L-phenylalanine 2-methyl ester